1-hydroxyethyl-3-methylimidazoliumdinitrile OC(C)C=1[N+](C(=NC1)C#N)(C#N)C